CS(=O)(=N)C1=CC=C(OC2=CC=C(C(=O)NCC(=O)OC)C=C2)C=C1 methyl (4-(4-(S-methylsulfonimidoyl)phenoxy)benzoyl)glycinate